C(N)(OC1=C2C=3C(=C4C(=NC3C=C1F)C1=CC3=C(C(N1C4)=O)COC([C@]3(O)CC)=O)CCO2)=O ((S)-9-ethyl-5-fluoro-9-hydroxy-10,13-dioxo-1,2,9,10,13,15-hexahydro-12H-pyrano[4,3,2-de]pyrano[3',4':6,7]indolizino[1,2-b]quinolin-4-yl) carbamate